(1R,5S)-8-azaspiro[bicyclo[3.2.1]octane-3,1'-cyclopropane]-8-carboxylic acid benzyl ester C(C1=CC=CC=C1)OC(=O)N1[C@H]2CC3(CC3)C[C@@H]1CC2